O(CC)C1=C(N)C=CC=C1 o-ethoxylaniline